N-(n-butyl)pyrrolidone C(CCC)N1C(CCC1)=O